(±)-trans-4-phenyl-3-[(isoquinolin-5-ylsulfanylmethyl)oxy]pyrrolidine-1-carboxylic acid tert-butyl ester C(C)(C)(C)OC(=O)N1C[C@H]([C@@H](C1)C1=CC=CC=C1)OCSC1=C2C=CN=CC2=CC=C1 |r|